C1=CC=CC=2CC3=CC=CC=C3CC12 9,10-dihydroanthracen